BrC1=CC=C(C=C1)NC(=O)C=1N(C2=CC=C(C=C2C1)NC(C1=C(C=CC(=C1)CNC(C(C)C)=O)Cl)=O)C N-(4-bromophenyl)-5-(2-chloro-5-(isobutyrylaminomethyl)benzoylamino)-1-methyl-1H-indole-2-carboxamide